(S)-4-(7-cyclohexyl-5-iodo-7H-pyrrolo[2,3-d]pyrimidin-4-yl)-3-methylpiperazine-1-carboxylic acid tert-butyl ester C(C)(C)(C)OC(=O)N1C[C@@H](N(CC1)C=1C2=C(N=CN1)N(C=C2I)C2CCCCC2)C